CO[Si](OC)(OC)CC(C)(C(N(CC)CC)N(CC)CC)SC(C)(C[Si](OC)(OC)OC)C(N(CC)CC)N(CC)CC trimethoxysilylmethyl-bis(diethylamino)methylethyl sulfide